C(#N)C1=CC=C(C=C1)C=1N(C(=CN1)C(F)(F)F)CC1=C(OCCC[C@H](CC(=O)OCC)C)C=CC=C1 ethyl (R)-6-(2-((2-(4-cyanophenyl)-5-(trifluoromethyl)-1H-imidazol-1-yl) methyl) phenoxy)-3-methylhexanoate